L-1-Sulfosalicylic acid S(=O)(=O)(O)C1(C(=O)O)[C@@H](O)C=CC=C1